N1=CC=C2N1CCNC2 4,5,6,7-tetrahydro-pyrazolo[1,5-a]pyrazine